NC=1C2=C(N=C(N1)[2H])C=CC(=N2)C=2C=C(C=CC2)C2=CN=C(S2)C2(C(N(CC2)C)=O)O 3-(5-(3-(4-aminopyrido[3,2-d]pyrimidin-6-yl-2-d)phenyl)thiazol-2-yl)-3-hydroxy-1-methylpyrrolidin-2-one